4-((2,4-dichloro-5-methoxyphenyl)amino)-7-(3-(4-(9-(2-(2,6-dioxopiperidin-3-yl)-1-oxoisoindolin-4-yl)nonanoyl)piperazin-1-yl)propoxy)-6-methoxyquinoline-3-carbonitrile ClC1=C(C=C(C(=C1)Cl)OC)NC1=C(C=NC2=CC(=C(C=C12)OC)OCCCN1CCN(CC1)C(CCCCCCCCC1=C2CN(C(C2=CC=C1)=O)C1C(NC(CC1)=O)=O)=O)C#N